C(C)N(CC)CC=C N,N-diethyl-allylamine